C1N(CC12COCC2)CC2(CC2)COC2=NC=1C(=C(C3=C(C1C=N2)COC3)C3=NC=C(C2=C3C(=C(S2)N)C#N)F)F 4-(3-((1-((6-Oxa-2-azaspiro[3.4]octan-2-yl)methyl)cyclopropyl)methoxy)-5-fluoro-7,9-dihydrofuro[3,4-f]quinazolin-6-yl)-2-amino-7-fluorothieno[3,2-c]pyridine-3-carbonitrile